5-methoxy-N1,2-dimethyl-N1-(6-(trifluoromethyl)pyridin-2-yl)benzene-1,3-diamine COC=1C=C(C(=C(C1)N(C1=NC(=CC=C1)C(F)(F)F)C)C)N